OC1CCC2=C(C=3CCCC3C=C12)NC(=O)NS(=O)(=O)C=1OC=C(C1)C(C)(C)O N-((1-hydroxy-1,2,3,5,6,7-hexahydro-s-indacen-4-yl)carbamoyl)-4-(2-hydroxypropan-2-yl)furan-2-sulfonamide